rac-(3aR,5R,7S,7aR)-5-(5-chloro-2-methylphenyl)-1-isopropyl-3,3,7-trimethyloctahydrobenzo[c]isoxazole ClC=1C=CC(=C(C1)[C@H]1C[C@@H]2[C@H](N(OC2(C)C)C(C)C)[C@H](C1)C)C |r|